OC(CCOCCC(C)O)C 4-(3-Hydroxybutoxy)-2-butanol